BENZOTRIAZINE N1=NN=CC2=C1C=CC=C2